C(CCCCCCCCCCCCCCCCCCCCC)(=O)OCC(OC(CCCCCCCCCCCCCCCCC)=O)COP(=O)(O)OC[C@H](N)C(=O)O 1-docosanoyl-2-octadecanoyl-glycero-3-phosphoserine